IC=1N=CC(=NC1CC(COC)COC)N1CCC(CC1)C(=O)OCC ethyl 1-(5-iodo-6-(3-methoxy-2-(methoxymethyl)propyl)pyrazin-2-yl)piperidine-4-carboxylate